1H-pyrazol-5-ylboronic acid N1N=CC=C1B(O)O